5-(2-cyanophenyl)isoindolin C(#N)C1=C(C=CC=C1)C=1C=C2CNCC2=CC1